P(=O)(OC1CNCC1)([O-])[O-] pyrrolidin-3-yl phosphate